CS(=O)(=O)C1=CC=C(C=C1)NC1=CC=NC=N1 6-((4-(methylsulfonyl)phenyl)amino)pyrimidine